tert-Butyl {1-[1-(2-cyclohexylethyl)-5-oxo-4,5-dihydro-1H-pyrazol-3-yl]ethyl}methylcarbamate C1(CCCCC1)CCN1N=C(CC1=O)C(C)N(C(OC(C)(C)C)=O)C